2-(1-(4-(2-hydroxyethyl)piperidine-1-carbonyl)piperidin-4-ylidene)-2-(4-(tri-fluoromethyl)phenyl)acetonitrile OCCC1CCN(CC1)C(=O)N1CCC(CC1)=C(C#N)C1=CC=C(C=C1)C(F)(F)F